(S)-4-Methylene-pyrrolidine-1,2-dicarboxylic acid 2-benzyl ester 1-tert-butyl ester C(C)(C)(C)OC(=O)N1[C@@H](CC(C1)=C)C(=O)OCC1=CC=CC=C1